3-(benzyloxy)butyraldehyde C(C1=CC=CC=C1)OC(CC=O)C